2-(2-hydroxy-3-t-butyl-5-methylbenzyl)-4-methyl-6-t-butylphenylacrylate OC1=C(CC2=C(C(=CC(=C2)C)C(C)(C)C)OC(C=C)=O)C=C(C=C1C(C)(C)C)C